[Cl-].OC(C=C(O)O)C=CC[NH3+] trihydroxyallylallylammonium chloride